COC=1C=CC(=C(C=O)C1)OCC=1C=NN2C1C=NC=C2 5-methoxy-2-(pyrazolo[1,5-a]pyrazin-3-ylmethoxy)benzaldehyde